O1C(COCC1)COC=1C=NC=CC1C1=C(C=2C(NCCC2N1)=O)NC1=C(C(=CC=C1)F)C 2-{3-[(1,4-Dioxan-2-yl)methoxy]pyridin-4-yl}-3-(3-fluoro-2-methylanilino)-1,5,6,7-tetrahydro-4H-pyrrolo[3,2-c]pyridin-4-one